C(C)(C)(C)C=1C(=C(C=CC1)OC)OC tert-butyl-dimethoxybenzene